acetyl-2-cyano-(S)-pyrrolidine C(C)(=O)N1[C@@H](CCC1)C#N